NC1=NN(C2=C(C=C(C(=C12)OC1=C(C=CC(=C1)F)Cl)NC(C1=CC(=CC(=C1)C(F)(F)F)F)=O)Br)C1OCCCC1 N-(3-amino-7-bromo-4-(2-chloro-5-fluorophenoxy)-1-(tetrahydro-2H-pyran-2-yl)-1H-indazol-5-yl)-3-fluoro-5-(trifluoromethyl)benzamide